4-[4-(1,3-benzoxazol-2-yl)-4-methylpiperidin-1-yl]-7-fluoro-1-methyl-2-oxo-1,2-dihydroquinoline-3-carbonitrile O1C(=NC2=C1C=CC=C2)C2(CCN(CC2)C2=C(C(N(C1=CC(=CC=C21)F)C)=O)C#N)C